C(C)(C)(C)C=1C=C(CN2[C@@H]3C[C@@H]3C[C@@H]2C(=O)O)C=CN1 (1R,3R,5R)-2-(2-(tert-butyl)isonicotinyl)-2-azabicyclo[3.1.0]hexane-3-carboxylic acid